3-(dimethyl-(phenyl)silyl)-2,2-diphenyl-propionic acid C[Si](CC(C(=O)O)(C1=CC=CC=C1)C1=CC=CC=C1)(C1=CC=CC=C1)C